OCC1=C(SC2=C1CCO[C@]21C[C@@H](N(CC1)CC=1C=NN(C1)C[C@H](C(C)(O)C)O)C)C(F)(F)F (2R)-1-[4-[[(2'S,7R)-3-(hydroxymethyl)-2'-methyl-2-(trifluoromethyl)spiro[4,5-dihydrothieno[2,3-c]pyran-7,4'-piperidine]-1'-yl]methyl]pyrazol-1-yl]-3-methyl-butane-2,3-diol